tert-butyl (2-(2-(4-((4-(1-propyl-1H-pyrazol-4-yl)-7-tosyl-7H-pyrrolo[2,3-d]pyrimidin-2-yl)amino)benzamido)ethoxy)ethyl)carbamate C(CC)N1N=CC(=C1)C=1C2=C(N=C(N1)NC1=CC=C(C(=O)NCCOCCNC(OC(C)(C)C)=O)C=C1)N(C=C2)S(=O)(=O)C2=CC=C(C)C=C2